CC#CC(CCCCCCCCC)O methyl-1-dodecyn-3-ol